BrC1=CC=CC(=N1)C=1OC=CN1 2-(6-bromopyridin-2-yl)oxazole